CN(C1=CC=C(C=C1)C=1N=NN(C1)[C@H](C(=O)N1[C@@H](C[C@H](C1)O)C(=O)NC)C(C)(C)C)C (2S,4R)-1-[(2S)-2-[4-[4-(dimethylamino)phenyl]triazol-1-yl]-3,3-dimethyl-butanoyl]-4-hydroxy-N-methyl-pyrrolidine-2-carboxamide